N-(1-(2,6-dimethoxyphenyl)-2-(6-ethoxypyridin-2-yl)-1H-imidazo[4,5-b]pyrazin-6-yl)-4-oxocyclohexane-1-sulfonamide COC1=C(C(=CC=C1)OC)N1C(=NC=2C1=NC(=CN2)NS(=O)(=O)C2CCC(CC2)=O)C2=NC(=CC=C2)OCC